methyl 2-({9,10-dimethoxy-4-oxo-6H,7H-pyrimido[4,3-a]isoquinolin-2-yl}(2,4,6-trimethylphenyl)amino)cyclopropane-1-carboxylate COC=1C=C2CCN3C(C2=CC1OC)=CC(=NC3=O)N(C3C(C3)C(=O)OC)C3=C(C=C(C=C3C)C)C